FC(C(=O)O)(F)F.CC1=CC(=NC(=C1)N1C[C@@H](NCC1)C)NC1=NNC(=C1)C (S)-4-methyl-N-(5-methyl-1H-pyrazol-3-yl)-6-(3-methylpiperazin-1-yl)pyridin-2-amine trifluoroacetate